L-Pipecolic acid N1[C@@H](CCCC1)C(=O)O